(S)-2-Ethynyl-N-(2-hydroxy-2-phenylethyl)thiazole-4-carboxamide C(#C)C=1SC=C(N1)C(=O)NC[C@H](C1=CC=CC=C1)O